[Ni].C1(=CC=CC=C1)P(C1=CC=CC=C1)C1=CC=CC=C1.C1(=CC=CC=C1)P(C1=CC=CC=C1)C1=CC=CC=C1.C1(=CC=CC=C1)P(C1=CC=CC=C1)C1=CC=CC=C1.C1(=CC=CC=C1)P(C1=CC=CC=C1)C1=CC=CC=C1.[Ni] nickel tetrakis(triphenylphosphine) nickel